OC1=C(C=C(C=C2C(C3=CC(=C(C=C3C2)OC)OC)=O)C=C1)[N+](=O)[O-] 2-(4-hydroxy-3-nitrobenzylidene)-5,6-dimethoxy-2,3-dihydro-1H-indene-1-one